5-[3-(3-methylthiophen-2-yl)-1,2,4-oxadiazol-5-yl]-1-(propan-2-yl)-1H-1,2,3-benzotriazole CC1=C(SC=C1)C1=NOC(=N1)C1=CC2=C(N(N=N2)C(C)C)C=C1